C(#N)C1=C(C=CC(=N1)C(=O)O)N1CCN(CC1)C1C=C(CC1)C1=NC=C(C(=N1)OCC1=CC=C(C=C1)OC)C 6-cyano-5-(4-(3-(4-((4-methoxybenzyl)oxy)-5-methylpyrimidin-2-yl)cyclopent-2-en-1-yl)piperazin-1-yl)picolinic acid